N-(2-(4-Cyano-6-methylpyridin-2-yl)-5-(2,6-difluoro-4-methoxyphenyl)-1-methyl-3-oxo-2,3-dihydro-1H-pyrazol-4-yl)-4-(difluoromethoxy)benzamide C(#N)C1=CC(=NC(=C1)C)N1N(C(=C(C1=O)NC(C1=CC=C(C=C1)OC(F)F)=O)C1=C(C=C(C=C1F)OC)F)C